1-(4-chlorophenyl)-3-(trifluoromethyl)-1H-pyrazole-5-carboxylic acid ClC1=CC=C(C=C1)N1N=C(C=C1C(=O)O)C(F)(F)F